myristoyl-2-hydroxysn-glycero-3-phosphocholine C(CCCCCCCCCCCCC)(=O)C(OP(OC[C@@H](CO)OO)(=O)[O-])C[N+](C)(C)C